dicyclopentadiene diformate lithium [Li+].C(=O)[O-].C(=O)[O-].C1=CC=CC1.C1=CC=CC1.[Li+]